BrC=1C(=NC(=NC1)N)NC1CC1 5-bromo-N4-cyclopropylpyrimidine-2,4-diamine